5-chloro-2-[(4-hydroxypiperidin-1-yl)methyl]-7,8-dihydro-6H-spiro[[1,3]oxazolo[5,4-f]quinazoline-9,1'-cyclohexan]-7-one ClC=1C=C2C(=C3C1NC(NC31CCCCC1)=O)OC(=N2)CN2CCC(CC2)O